4-(4-aminophenyl)thiomorpholine-1,1-dioxide NC1=CC=C(C=C1)N1CCS(CC1)(=O)=O